FC(C(=O)N)=CCNC1(CC1)C 2-fluoro-4-((1-methylcyclopropyl)amino)but-2-enamide